2-[2-[3-(4-Methoxyphenyl)prop-2-enoyl]phenyl]acetic acid COC1=CC=C(C=C1)C=CC(=O)C1=C(C=CC=C1)CC(=O)O